(2R,3R,4R,5S)-4-[[3-[6-(difluoromethyl)-2-methoxy-3-pyridinyl]-4,5-dimethyl-5-(trifluoromethyl)tetrahydrofuran-2-carbonyl]amino]pyridine-2-carboxamide FC(C1=CC=C(C(=N1)OC)[C@@H]1[C@@H](O[C@@]([C@@H]1C)(C(F)(F)F)C)C(=O)NC1=CC(=NC=C1)C(=O)N)F